(-)-menthyl salicylate C(C=1C(O)=CC=CC1)(=O)OC1CC(CCC1C(C)C)C